1-(4-fluorophenyl)-5-((4-hydroxypiperidin-4-yl)methyl)-1H-pyrazolo[3,4-d]pyrimidin-4(5H)-one TFA salt OC(=O)C(F)(F)F.FC1=CC=C(C=C1)N1N=CC2=C1N=CN(C2=O)CC2(CCNCC2)O